(2-fluoro-4-(2-fluorophenoxy)-6-methylphenyl)(4-(((3R,6S)-6-(hydroxymethyl)tetrahydro-2H-pyran-3-yl)amino)-1H-pyrrolo[2,3-b]pyridin-3-yl)methanone FC1=C(C(=CC(=C1)OC1=C(C=CC=C1)F)C)C(=O)C1=CNC2=NC=CC(=C21)N[C@H]2CO[C@@H](CC2)CO